2-[3,5-bis(difluoromethyl)-1H-pyrazol-1-yl]-1-[4-(4-{5-[2-(prop-2-yn-1-yloxy)phenyl]-4,5-dihydro-1,2-oxazol-3-yl}-1,3-thiazol-2-yl)piperidin-1-yl]ethane FC(C1=NN(C(=C1)C(F)F)CCN1CCC(CC1)C=1SC=C(N1)C1=NOC(C1)C1=C(C=CC=C1)OCC#C)F